phenylpiperazine C1C=CC(N2CCNCC2)=CC=1